(2S)-2-{[(1,3-benzothiazol-5-yl)methyl]amino}-5,5-dimethylhexanoic acid S1C=NC2=C1C=CC(=C2)CN[C@H](C(=O)O)CCC(C)(C)C